O=C1NC2=C(NC1)N=CC=C2 (3S)-2-oxo-3,4-dihydro-1H-pyrido[2,3-b]pyrazin